N1C=C(C2=CC=CC=C12)C=1C2=C(N=C(N1)N1CCOCC1)CNCC2 4-(4-(1H-indol-3-yl)-5,6,7,8-tetrahydropyrido[3,4-d]pyrimidin-2-yl)morpholine